O1CCN(CC1)CCOCCOC(=O)C=1N=C(N2C1CN(CC2)C(CCCC2=C(C=C(C(=C2)F)F)F)=O)C(F)(F)F (R)-4-(1-((2-(2-morpholinoethoxy)ethoxy)carbonyl)-3-(trifluoromethyl)-5,6-dihydroimidazo[1,5-a]pyrazin-7(8H)-yl)-4-oxo-1-(2,4,5-trifluorophenyl)butan